C(C)(C)N(C(OC(C)(C)C)=O)[C@@H]1CNCC1 tert-butyl (S)-isopropyl(pyrrolidin-3-yl)carbamate